C(=O)O.C(C)[Sn](CCCC)(CCCC)CCCC ethyl-(tributyltin) formate